ClC1=CC2=C(N(C(N=C2N2[C@H](CN(CC2)C(C=C)=O)C)=O)C2=C(C=C(C=C2C(C)C)CN(C)C)C)N=C1C1=C(C=CC=C1)F (M)-6-chloro-1-(4-((dimethylamino)methyl)-2-methyl-6-(2-propanyl)phenyl)-7-(2-fluorophenyl)-4-((2S)-2-methyl-4-(2-propenoyl)-1-piperazinyl)pyrido[2,3-d]pyrimidin-2(1H)-one